4-n-decyl-styrene C(CCCCCCCCC)C1=CC=C(C=C)C=C1